di-tert-butyl hydrazinedicarboxylate N(N)(C(=O)OC(C)(C)C)C(=O)OC(C)(C)C